di-tert-butyl 2-(2-(8-hydroxy-[1,2,4]triazolo[1,5-a]pyridin-5-yl)acetamido)succinate OC=1C=2N(C(=CC1)CC(=O)NC(C(=O)OC(C)(C)C)CC(=O)OC(C)(C)C)N=CN2